2-oxa-5-azabicyclo[2.2.1]Heptane-5-carboxylic acid methyl ester COC(=O)N1C2COC(C1)C2